3-[4-[(3R)-3-amino-4-(2,4,5-trifluorophenyl)butanoyl]-1-methanesulfonyl-piperazin-2-yl]propionic acid ethyl ester C(C)OC(CCC1N(CCN(C1)C(C[C@@H](CC1=C(C=C(C(=C1)F)F)F)N)=O)S(=O)(=O)C)=O